2-(2-fluoro-4-(8-methoxy-6-methyl-4-oxo-4,5-dihydrothieno[3,4-c]quinolin-9-yl)phenyl)propylcarbamic acid tert-butyl ester C(C)(C)(C)OC(NCC(C)C1=C(C=C(C=C1)C=1C=2C=3C(C(NC2C(=CC1OC)C)=O)=CSC3)F)=O